I\C(=C/CO)\C (Z)-3-iodobut-2-en-1-ol